(ethylene) dirhodium (I) dichloride C(C[Rh-2](Cl)Cl)[Rh]